cis-ethyl 4,5-dihydroxyoxepane-4-carboxylate O[C@]1(CCOCC[C@H]1O)C(=O)OCC